C1(CC1)C1=NC(=CC(=C1)C(=O)N1CC2=C(C1)CN(C2)C(=O)C2=C(C=C(C=C2)S(=O)(=O)N)F)OCC2CCOCC2 4-[5-[2-cyclopropyl-6-(tetrahydropyran-4-ylmethoxy)pyridine-4-carbonyl]-1,3,4,6-tetrahydropyrrolo[3,4-c]pyrrole-2-carbonyl]-3-fluorobenzenesulfonamide